C(CCCC1=C(C=C(C(=C1)C(C)(C)C)O)C)C1=C(C=C(C(=C1)C(C)(C)C)O)C 4,4'-butylenebis(6-tertiary butyl-3-methylphenol)